2-(((5Z,8Z,11Z,14Z,17Z)-icosa-5,8,11,14,17-pentaen-1-yl)oxy)-1-(piperidin-1-yl)butan-1-one C(CCC\C=C/C\C=C/C\C=C/C\C=C/C\C=C/CC)OC(C(=O)N1CCCCC1)CC